C[C@H]1CC[C@@H](N(C1)C(C(=O)N)=O)C=1C=CC2=C(N=C(S2)C2CN(CCC2)C)C1 2-((2R,5S)-5-methyl-2-(2-(1-methylpiperidin-3-yl)benzo[d]thiazol-5-yl)piperidin-1-yl)-2-oxoacetamide